tert-butyl pyridine-4-carboxylate N1=CC=C(C=C1)C(=O)OC(C)(C)C